NC1=NC(N(C=C1)[C@@H]1O[C@@]([C@H]([C@@H]1O)O)(CO)CF)=O 4-amino-1-((2R,3S,4S,5R)-5-(fluoromethyl)-3,4-dihydroxy-5-(hydroxymethyl)tetrahydrofuran-2-yl)pyrimidin-2(1H)-one